tert-butyl ((2S)-1-((tert-butyldiphenylsilyl)oxy)-5-hydroxyhept-6-yn-2-yl)carbamate [Si](C1=CC=CC=C1)(C1=CC=CC=C1)(C(C)(C)C)OC[C@H](CCC(C#C)O)NC(OC(C)(C)C)=O